NC1=CC=C(C(=C1C(=O)C1=NC=CC=C1Cl)Cl)Br (6-amino-3-bromo-2-chloro-phenyl)-(3-chloro-2-pyridyl)methanone